CC1=CC(=C(C=C1)C1=CC=2C(=NC=CC2)N1)C1=CSC=C1 2-(4-methyl-2-(thiophen-3-yl)phenyl)-1H-pyrrolo[2,3-b]pyridine